ClC=1C(=NC(=NC1)NC1=CC(=C(C=C1)N1CCC2(CC(C2)N(C)C)CC1)Cl)NC1=C(C=CC=C1)P(C)(C)=O (2-((5-chloro-2-((3-chloro-4-(2-(dimethylamino)-7-azaspiro[3.5]nonan-7-yl)phenyl)amino)pyrimidin-4-yl)amino)phenyl)dimethylphosphine oxide